(E)-4-styryl-2-(1H-tetrazol-5-yl)phenol C(=C\C1=CC=CC=C1)/C1=CC(=C(C=C1)O)C1=NN=NN1